C(=O)(OC(C)(C)C)N1CC(C1)C=1SC=CN1 2-(1-N-Boc-3-azetidinyl)thiazole